NC1=NC2=C(N1C[C@@H](CCCOC1=C(C=NN1C)C=1C=C(C(=O)OC)C=CC1F)C)C=C(C=C2)Br methyl (R)-3-(5-((5-(2-amino-6-bromo-1H-benzo[d]imidazol-1-yl)-4-methylpentyl) oxy)-1-methyl-1H-pyrazol-4-yl)-4-fluorobenzoate